BrC1=C(C(=O)OC)C=CC(=C1)F methyl 2-bromo-4-fluorobenzoate